ethyl-4,4-difluoro-3-oxobutyrate C(C)OC(CC(C(F)F)=O)=O